[Cl-].[NH4+].C(C(=O)O)(=O)[O-].[NH4+] ammonium oxalate ammonium chloride